dilithium ketosuccinate O=C(C(=O)[O-])CC(=O)[O-].[Li+].[Li+]